3-allyl-6-bromo-2-methoxypyrrolo[2,1-f][1,2,4]triazin-4(3H)-one C(C=C)N1C(=NN2C(C1=O)=CC(=C2)Br)OC